N'-(2-ethyl-5-fluoro-4-hydroxy-phenyl)-6-(6-methoxy-4-methyl-3-pyridyl)-4-[[(3S)-tetrahydrofuran-3-yl]amino]pyrrolo[1,2-b]pyridazine-3-carboxamidine formic acid salt C(=O)O.C(C)C1=C(C=C(C(=C1)O)F)N=C(N)C1=C(C=2N(N=C1)C=C(C2)C=2C=NC(=CC2C)OC)N[C@@H]2COCC2